ClC1=CNC2=CC(=CC=C12)F 3-chloro-6-fluoro-1H-indol